5-hydroxy-6-nitro-N-ethoxymethyl-isoindoline-1,3-dione OC=1C=C2C(N(C(C2=CC1[N+](=O)[O-])=O)COCC)=O